3-(di-adamantylphosphino)propane-1-sulfonic acid C12(CC3CC(CC(C1)C3)C2)P(CCCS(=O)(=O)O)C23CC1CC(CC(C2)C1)C3